OCCN1N=CC=C1C(=O)N 1-(2-hydroxyethyl)-1H-pyrazole-5-carboxamide